Cl.NC12CC(C1)(C2)C(C)(C)NC(=O)N2[C@H](C1=CC=CC=C1CC2)C2=CC=C(C=C2)F (S)-N-(2-(3-aminobicyclo[1.1.1]pentan-1-yl)propan-2-yl)-1-(4-fluorophenyl)-3,4-dihydroisoquinoline-2(1H)-carboxamide hydrochloride